ClCC=1OC(=NN1)\C=C\C1=CC(=CC=C1)C(F)(F)F 2-(chloromethyl)-5-[(1E)-2-(3-trifluoromethylphenyl)vinyl]-1,3,4-oxadiazole